3-Fluoro-4-(Methoxy(Methyl)Carbamoyl)Phenylboronic Acid FC=1C=C(C=CC1C(N(C)OC)=O)B(O)O